6-[(4-phenylpiperazin-1-yl)methyl]-7-hydroxybenzofuran C1(=CC=CC=C1)N1CCN(CC1)CC1=C(C2=C(C=CO2)C=C1)O